2-acetoxy-4-trifluoromethyl-benzoic acid 3-(2-dimethylaminomethyl-1-hydroxy-cyclohexyl)-phenyl ester CN(C)CC1C(CCCC1)(O)C=1C=C(C=CC1)OC(C1=C(C=C(C=C1)C(F)(F)F)OC(C)=O)=O